2-fluoro-1-(3-(7-(5-methyl-1,3,4-oxadiazol-2-yl)-3-(4-(trifluoromethyl)phenyl)-1H-indazol-1-yl)azetidin-1-yl)prop-2-en-1-one FC(C(=O)N1CC(C1)N1N=C(C2=CC=CC(=C12)C=1OC(=NN1)C)C1=CC=C(C=C1)C(F)(F)F)=C